2-(3-(3-(hydroxymethyl)-1-(4-methyl-4H-1,2,4-triazol-3-yl)cyclobutyl)phenyl)-6-(((1-methylcyclobutyl)amino)methyl)-4-(trifluoromethyl)isoindolin-1-one OCC1CC(C1)(C1=NN=CN1C)C=1C=C(C=CC1)N1C(C2=CC(=CC(=C2C1)C(F)(F)F)CNC1(CCC1)C)=O